CN(C(=O)C1=CC=C(C=C1)C(/C=C/C=1C=C(OCCC(=O)O)C=CC1)=O)C 3-[3-[(E)-3-[4-(Dimethylcarbamoyl)phenyl]-3-oxoprop-1-enyl]phenoxy]propanoic acid